(7S)-7-((tert-butyldiphenylsilyl)oxy)-2-((1r,3S)-3-phenylcyclobutyl)-5-(pyrazin-2-yl)-2,5,6,7-tetrahydro-3H-pyrrolo[2,1-c][1,2,4]triazol-3-one [Si](C1=CC=CC=C1)(C1=CC=CC=C1)(C(C)(C)C)O[C@H]1CC(N2C1=NN(C2=O)C2CC(C2)C2=CC=CC=C2)C2=NC=CN=C2